4-(4,4-dimethyl-5-((4-methylquinolin-2-yl)methyl)-4,5-dihydroisoxazol-3-yl)benzonitrile CC1(C(=NOC1CC1=NC2=CC=CC=C2C(=C1)C)C1=CC=C(C#N)C=C1)C